FC12CC(C1)(C2)NC(=O)C2=CC=1C(=C(N=CC1)NC)N2C N-{3-fluorobicyclo[1.1.1]pentan-1-yl}-1-methyl-7-(methylamino)pyrrolo[2,3-c]pyridine-2-carboxamide